3-(5-cyclopropyl-2-nitrophenoxy)oxetane C1(CC1)C=1C=CC(=C(OC2COC2)C1)[N+](=O)[O-]